N-{8-(2-chlorophenoxy)quinolin-5-yl}acrylamide ClC1=C(OC=2C=CC(=C3C=CC=NC23)NC(C=C)=O)C=CC=C1